1,3-bis(1-adamantyl)imidazolium bicarbonate C([O-])(O)=O.C12(CC3CC(CC(C1)C3)C2)N2C=[N+](C=C2)C23CC1CC(CC(C2)C1)C3